2-(pyrrolidin-2-yl)acetamide hydrochloride Cl.N1C(CCC1)CC(=O)N